FC1(CN(CC[C@H]1NC1=NN2C(C(=N1)OC)=C(C(=C2)F)C=2C=CC1=C(N(N=N1)[C@@H](CF)C)C2)C2COC2)F N-((R)-3,3-difluoro-1-(oxetan-3-yl)piperidin-4-yl)-6-fluoro-5-(1-((R)-1-fluoropropan-2-yl)-1H-benzo[d][1,2,3]triazol-6-yl)-4-methoxypyrrolo[2,1-f][1,2,4]triazin-2-amine